4-methoxy-5-(1-methyl-1,2,3,6-tetrahydropyridin-4-yl)-1H-indazole-7-carboxamide COC1=C2C=NNC2=C(C=C1C=1CCN(CC1)C)C(=O)N